C(C)(C)(C)OC(=O)N[C@H](CCS(=O)(=O)[O-])C1=CC=CC=C1 [(2R)-2-(tert-Butoxycarbonylamino)-2-phenyl-ethyl]methanesulfonate